5-(1-benzyl-1H-pyrazol-4-yl)-4-(2-chlorophenyl)-1-methyl-pyridin-2(1H)-one C(C1=CC=CC=C1)N1N=CC(=C1)C=1C(=CC(N(C1)C)=O)C1=C(C=CC=C1)Cl